CC1=C(C(=O)P([O-])(=O)C(C2=C(C=C(C=C2C)C)C)=O)C(=CC(=C1)C)C.C1(CCCCC1)[NH3+] Cyclohexylammonium bis(2,4,6-trimethylbenzoyl)phosphinate